CC1([C@@H](C1)CNC1=C(C=C(C=C1)C1=NNC(OC1)=O)C(F)(F)F)C |r| (Rac)-5-[4-{[(2,2-dimethylcyclopropyl)methyl]amino}-3-(trifluoromethyl)phenyl]-3,6-dihydro-2H-1,3,4-oxadiazin-2-one